C(C)(C)(C)OC(=O)N[C@H](CCCOC1=CC=C(C(=C1CN1C2=NC=NC(=C2N=C1)NC(OC(C)(C)C)=O)Cl)Cl)CO tert-Butyl (R)-(9-(6-((4-((tert-butoxycarbonyl)amino)-5-hydroxypentyl)oxy)-2,3-dichlorobenzyl)-9H-purin-6-yl)carbamate